1-di(sec-butyl)phosphinoyl-octane C(C)(CC)P(=O)(CCCCCCCC)C(C)CC